C1(=CC=CC=C1)OC(NC1=CC2=C(CC(O2)C2=CC=CC=C2)C=C1)=O (2-phenyl-2,3-dihydro-1-benzofuran-6-yl)carbamic acid phenyl ester